4-dimethylaminopyridineamine CN(C1=CC(=NC=C1)N)C